OC(CC(C)O)C1=C(C(=O)[O-])C=CC(=C1)C(=O)[O-] 1,3-dihydroxybutyl-terephthalate